FC(=C(F)F)F Tetrafluoroethen